2-(2-(3-chlorobenzoyl)hydrazine-1-carbonyl)cyclohexane-1-carboxylic acid ClC=1C=C(C(=O)NNC(=O)C2C(CCCC2)C(=O)O)C=CC1